FC(C=1C=C(C=C(C1)C(F)(F)F)N=C=S)(F)F 3,5-bistrifluoromethyl-phenyl isothiocyanate